aminoformaldehyde NC=O